(2-methoxyphenyl)(methyl)sulfane tert-butyl-N-[3-[2-(4-chlorophenyl)pyrimidin-4-yl]-1-bicyclo[1.1.1]pentanyl]carbamate C(C)(C)(C)OC(NC12CC(C1)(C2)C2=NC(=NC=C2)C2=CC=C(C=C2)Cl)=O.COC2=C(C=CC=C2)SC